P(O)(O)(O)=O anti-phosphoric acid